The molecule is dianion of dTDP-6-deoxy-beta-L-mannose arising from deprotonation of both free OH groups of the diphosphate. It is a conjugate base of a dTDP-beta-L-rhamnose. C[C@H]1[C@@H]([C@H]([C@H]([C@H](O1)OP(=O)([O-])OP(=O)([O-])OC[C@@H]2[C@H](C[C@@H](O2)N3C=C(C(=O)NC3=O)C)O)O)O)O